2,5-dichlorobenzaldehyde ClC1=C(C=O)C=C(C=C1)Cl